Cl.Cl.CN[C@@H]1CCC2=NC(=CC=C21)C(F)(F)F (R)-N-methyl-2-(trifluoromethyl)-6,7-dihydro-5H-cyclopenta[b]pyridin-5-amine dihydrochloride